2-(5-fluoro-2-pyridyl)morpholine FC=1C=CC(=NC1)C1CNCCO1